2-chloro-4-(2-chloro-4-fluoro-phenyl)-7-methoxy-quinoline ClC1=NC2=CC(=CC=C2C(=C1)C1=C(C=C(C=C1)F)Cl)OC